benzylideneindolone (±)-cis-ethyl-2-(pyridin-2-yl)cyclopropanecarboxylate C(C)OC(=O)[C@H]1[C@H](C1)C1=NC=CC=C1.C(C1=CC=CC=C1)=C1C(NC2=CC=CC=C12)=O |r|